(2s,3as,5s,6as)-2,5-diazidooctahydropentalene-3-d N(=[N+]=[N-])[C@H]1C[C@@H]2C[C@@H](C[C@H]2C1[2H])N=[N+]=[N-]